C(#N)C=1C=C2CC[C@H](C2=CC1)N[S@](=O)C(C)(C)C (R)-N-((R)-5-cyano-2,3-dihydro-1H-inden-1-yl)-2-methylpropane-2-sulfinamide